C(C)C=1C=CC(=C(C1)S(=O)(=O)NC1=NOC2=C1C(=CC(=C2)CN2N=CC1=C2CCN(CC1)C(=O)OC(C)(C)C)OC)OC tert-butyl 1-((3-((5-ethyl-2-methoxyphenyl)sulfonamido)-4-methoxybenzo[d]isoxazol-6-yl)methyl)-4,5,7,8-tetrahydropyrazolo[3,4-d]azepine-6(1H)-carboxylate